glycerol, calcium salt [Ca].OCC(O)CO